C(C)(C)(C)OC(=O)N1CC(N(CC1)C=1C2=C(N(C(N1)=O)C=1C(=NC=CC1C)C(C)C)N=C(C(=C2)F)Cl)C 4-(7-chloro-6-fluoro-1-(2-isopropyl-4-methylpyridin-3-yl)-2-oxo-1,2-dihydropyrido[2,3-d]pyrimidin-4-yl)-3-methylpiperazine-1-carboxylic acid (S)-tert-butyl ester